C(CNCC1=CC=CC(=N1)C(=O)O)NCC1=CC=CC(=N1)C(=O)O 6,6'-((ethane-1,2-diylbis(azanediyl))bis(methylene))dipicolinic acid